2-((4-(2-phenyl-2,3-dihydrobenzo[b][1,4]dioxin-5-yl)piperidin-1-yl)methyl)-3H-imidazo[4,5-b]pyridine-5-carboxylic acid C1(=CC=CC=C1)C1COC2=C(O1)C=CC=C2C2CCN(CC2)CC2=NC=1C(=NC(=CC1)C(=O)O)N2